3-amino-4-(benzyloxy)benzo[d]isoxazole-6-carboxylic acid methyl ester COC(=O)C1=CC2=C(C(=NO2)N)C(=C1)OCC1=CC=CC=C1